CN(C)CC1=C(C=CC(=N1)N)C1COCC1 6-((dimethylamino)methyl)-5-(tetrahydrofuran-3-yl)pyridin-2-amine